OC1=CC=C2N=CC(=NC2=C1)OCC1[C@@H]2CC(C[C@H]12)C(=O)OC(C)(C)C tert-butyl (1S,5R)-6-[(7-hydroxyquinoxalin-2-yl)oxymethyl]bicyclo[3.1.0]hexane-3-carboxylate